2-[1-[4-[6-(cyclopentyloxy)-2-pyridinyl]-2,6-difluoro-phenyl]-4-piperidinyl]acetic acid C1(CCCC1)OC1=CC=CC(=N1)C1=CC(=C(C(=C1)F)N1CCC(CC1)CC(=O)O)F